1-(tetrahydro-2H-pyran-4-yl)-4-(4,4,5,5-tetramethyl-1,3,2-dioxa-borolan-2-yl)-1H-pyrazole O1CCC(CC1)N1N=CC(=C1)B1OC(C(O1)(C)C)(C)C